C(C)(C)(C)OC(=O)N1C(CC(CC1)=C)C methyl-4-methylenepiperidine-1-carboxylic acid tert-butyl ester